cetyl-stearyl alcohol sulfosuccinate disodium [Na+].[Na+].S(=O)(=O)(O)C(C(=O)[O-])CC(=O)[O-].C(CCCCCCCCCCCCCCC)CCCCCCCCCCCCCCCCCCO